2-(bromopropoxy)tetrahydro-2H-pyran BrCCCOC1OCCCC1